C(C1=CC=CC=C1)NC(C1=CC=CC=C1)=O N-benzyl-benzamide